COC1=CC=C(C=C1)CN1N=C(C=C1C1=NC2=C(N1C(=O)OC(C)(C)C)C=CC=C2)NC(=O)C=2C=NC(=NC2)OC tert-Butyl 2-[2-[(4-methoxyphenyl)methyl]-5-[(2-methoxypyrimidine-5-carbonyl)amino]-pyrazol-3-yl]benzimidazole-1-carboxylate